(R)-4-(4-((1-(2-fluoro-3-(trifluoromethyl)phenyl)ethyl)amino)-7-methoxypyrido[2,3-d]pyrimidin-6-yl)tetrahydro-2H-thiopyran 1,1-dioxide FC1=C(C=CC=C1C(F)(F)F)[C@@H](C)NC=1C2=C(N=CN1)N=C(C(=C2)C2CCS(CC2)(=O)=O)OC